tert-butyl (2R,4S)-4-(((tert-butoxycarbonyl)amino)methyl)-2-((3-(4-fluorophenyl)-1H-indole-2-carboxamido)methyl)-3-oxopyrrolidine-1-carboxylate C(C)(C)(C)OC(=O)NC[C@@H]1C([C@H](N(C1)C(=O)OC(C)(C)C)CNC(=O)C=1NC2=CC=CC=C2C1C1=CC=C(C=C1)F)=O